C(#N)C1CC(OC1)(C)C 4-Cyano-2,2-dimethyltetrahydrofuran